ClC1=C(C=C(C(=C1)CNC1(CC1)C=1C=NC=CC1C1=C(C=CC=C1)OC1CC1)Cl)CCCCO 4-[2,5-dichloro-4-[([1-[4-(2-cyclopropoxyphenyl)pyridin-3-yl]cyclopropyl]amino)methyl]phenyl]butan-1-ol